C1(CC1)C1=C(C(=NO1)C1=C(C=CC=C1Cl)Cl)CO[C@@H]1[C@H]2CN([C@@H](C1)C2)C=2SC1=C(N2)C(=CC(=C1)C(=O)O)OC |r| 2-((RS,4RS,5SR)-5-((5-cyclopropyl-3-(2,6-dichlorophenyl)isoxazol-4-yl)methoxy)-2-azabicyclo[2.2.1]heptan-2-yl)-4-methoxybenzo[d]thiazole-6-carboxylic acid